CC1=CC(=C(C2=C1O[C@](CC2)(C)CCC[C@H](C)CCC[C@H](C)CCCC(C)C)C)O beta-tocopherol